ClC1=C(C(=O)NC(C=O)CC2=CC=CC=C2)C(=CC=C1)Cl 2,6-dichloro-N-(1-OXO-3-phenylpropan-2-yl)benzamide